FC1=C(C=CC(=C1)N)C=1C(=C(C(=O)N)C=CC1C(=O)N)C1=C(C=C(C=C1)N)F bis(2-fluoro-4-aminophenyl)terephthalamide